1-(4-amino-5-chloro-1H-pyrazol-1-yl)-2-methylpropan-2-ol NC=1C=NN(C1Cl)CC(C)(O)C